ClC1=NC=C(C(=N1)NC=1N=CC=2CCC3=C(C2C1F)NC1=C3C(NCC1)=O)C(F)(F)F 2-((2-chloro-5-(trifluoromethyl)pyrimidin-4-yl)amino)-1-fluoro-5,6,8,9,10,11-hexahydro-7H-pyrido[3',4':4,5]pyrrolo[2,3-f]isoquinolin-7-one